3-(5-((2-(1,3-dihydro-2H-pyrrolo[3,4-c]pyridin-2-yl)cyclopentyl)oxy)-1-oxoisoindolin-2-yl)piperidine-2,6-dione C1N(CC=2C=NC=CC21)C2C(CCC2)OC=2C=C1CN(C(C1=CC2)=O)C2C(NC(CC2)=O)=O